1,2-Epoxy-4-vinylcyclohexan C(=C)C1CC2C(CC1)O2